(S)-4-((R) or (S)-1-hydroxyethyl)-N'-(((R)-3-methyl-1,2,3,5,6,7-hexahydrodicyclopenta[b,e]pyridin-8-yl)carbamoyl)thiophene-2-sulfonimidamide O[C@H](C)C=1C=C(SC1)[S@](=O)(N)=NC(NC1=C2C(=NC3=C1CCC3)[C@@H](CC2)C)=O |o1:1|